1-(4-chlorobenzyl)-3-(6-(4-(2-hydroxy-2-methylpropyl)piperazin-1-yl)-6-oxohexyl)urea ClC1=CC=C(CNC(=O)NCCCCCC(=O)N2CCN(CC2)CC(C)(C)O)C=C1